OC1C(CNC2=C3N=CN(C3=NC=N2)[C@H]2[C@@H](O)[C@H](O)[C@H](O2)CO)(OC=C1)OC 6-(3-Hydroxy-2-methoxyfurfurylamino)-9-β-D-arabinofuranosylpurin